(2S,3R)-tert-butyl 2-(benzyloxycarbonylamino)-3-((tert-butoxycarbonylamino)methyl)hex-5-enoate C(C1=CC=CC=C1)OC(=O)N[C@H](C(=O)OC(C)(C)C)[C@H](CC=C)CNC(=O)OC(C)(C)C